aminoethylaminoethylsulfonate sodium salt [Na+].NCCNCCS(=O)(=O)[O-]